di-tert-butyl ((4S)-5-(3-(4-cyanophenyl)-5-fluoro-1H-indole-2-carboxamido)-2-((triisopropylsilyl)oxy)pentane-1,4-diyl)dicarbamate C(#N)C1=CC=C(C=C1)C1=C(NC2=CC=C(C=C12)F)C(=O)NC[C@H](CC(CNC(OC(C)(C)C)=O)O[Si](C(C)C)(C(C)C)C(C)C)NC(OC(C)(C)C)=O